2-cyclopropyl-phenylboronic acid C1(CC1)C1=C(C=CC=C1)B(O)O